(trans)-2-{2-[(4aS,8aR)-decahydroisoquinolin-2-yl]-2-oxoethyl}-6-{5-chloro-2-[(oxacyclohex-4-yl)amino]pyrimidin-4-yl}-2,3-dihydro-1H-isoindol-1-one C1N(CC[C@@H]2CCCC[C@@H]12)C(CN1C(C2=CC(=CC=C2C1)C1=NC(=NC=C1Cl)NC1CCOCC1)=O)=O